COC(C1CCN(CC1)C1=CC=C(C=C1)C1=C(CCCC2=C1C=CC(=C2)C(=O)O)C=2C=NC=CC2)OC 5-[4-[4-(dimethoxymethyl)-1-piperidyl]phenyl]-6-(3-pyridyl)-8,9-dihydro-7H-benzo[7]annulene-2-carboxylic acid